ClC=1C(=NC=C(C1)F)C1CCC(CC1)CCNC1CCN(CC1)C(C)=O 1-[4-({2-[4-(3-Chloro-5-fluoropyridin-2-yl)cyclohexyl]ethyl}amino)piperidin-1-yl]ethan-1-one